2,6-dimethoxy-N-(4-methoxy-2-(N-(4-methoxyphenyl)sulfamoyl)phenyl)benzamide COC1=C(C(=O)NC2=C(C=C(C=C2)OC)S(NC2=CC=C(C=C2)OC)(=O)=O)C(=CC=C1)OC